(S)-4-chloro-5-(((3-fluorotetrahydro-2H-pyran-3-yl)methyl)amino)-2-(6-(4-((2-oxoazetidin-1-yl)methyl)phenoxy)pyridin-3-yl)pyridazin-3(2H)-one ClC=1C(N(N=CC1NC[C@@]1(COCCC1)F)C=1C=NC(=CC1)OC1=CC=C(C=C1)CN1C(CC1)=O)=O